C(C)(C)(C)C1=CC=C(C=C1)C=1C=2N(C3=CC=C(C=C3N1)C1=NN=C(O1)N)C=CC2 5-(4-(4-(tert-butyl)phenyl)pyrrolo[1,2-a]quinoxalin-7-yl)-1,3,4-oxadiazol-2-amine